2,2-Bis[(3,3,4,4,5,5,6,6,7,7,8,8,8-tridecafluorooctyl)sulfanyl]acetic acid FC(CCSC(C(=O)O)SCCC(C(C(C(C(C(F)(F)F)(F)F)(F)F)(F)F)(F)F)(F)F)(C(C(C(C(C(F)(F)F)(F)F)(F)F)(F)F)(F)F)F